[N+](=O)([O-])C1=CC=C(C=C1)N1CC(CCC1)C1=CC=C(C=C1)C(F)(F)F 1-(4-nitrophenyl)-3-(4-(trifluoromethyl)phenyl)piperidine